[Si](C)(C)(C(C)(C)C)O[C@H]1C[C@@H](O[C@@H]1CO[Si](C)(C)C(C)(C)C)N1C(NC(C(=C1)C)=O)=O 1-[(2R,4S,5R)-4-[(tert-butyldimethylsilyl)oxy]-5-{[(tert-butyldimethylsilyl)oxy]methyl}oxolan-2-yl]-5-methyl-3H-pyrimidine-2,4-dione